N-(2-aminoethyl)-3-[3,5-dihydroxy-4-(propan-2-yl)phenyl]isoquinoline-6-carboxamide NCCNC(=O)C=1C=C2C=C(N=CC2=CC1)C1=CC(=C(C(=C1)O)C(C)C)O